4,5,6-trichloro-2-pyridinecarboxylic acid ClC1=CC(=NC(=C1Cl)Cl)C(=O)O